C1(CC1)N(C1=NC(=NC(=N1)N)C1=CC=C2C=NNC2=C1)CCC1=C(C(=CC=C1)Cl)Cl N2-cyclopropyl-N2-[2-(2,3-dichlorophenyl)ethyl]-6-(1H-indazol-6-yl)-1,3,5-triazine-2,4-diamine